(S)-1-(4-Cyclopropyl-benzenesulfonyl)-pyrrolidine-2-carboxylic acid (4,4-difluoro-cyclohexyl)-(2,3-dihydro-benzofuran-6-ylmethyl)-amide FC1(CCC(CC1)N(C(=O)[C@H]1N(CCC1)S(=O)(=O)C1=CC=C(C=C1)C1CC1)CC1=CC2=C(CCO2)C=C1)F